rac-2-(2-hydroxy-2-phenylethyl)-5-(3-methoxyphenyl)-octahydrocyclopenta[c]pyrrol-5-ol OC(CN1CC2C(C1)CC(C2)(O)C2=CC(=CC=C2)OC)C2=CC=CC=C2